C(=O)C1=CNC=2C=NC=C(C21)C#N 3-FORMYL-1H-PYRROLO[2,3-C]PYRIDINE-4-CARBONITRILE